toluene-3,4-disulfonic acid CC1=CC(=C(C=C1)S(=O)(=O)O)S(=O)(=O)O